BrC=1C(=CC=2NC(C=3N(CC2N1)C=C(C3)C3=CC=C(C#N)C=C3)=O)F 4-(2-bromo-3-fluoro-6-oxo-6,11-dihydro-5H-pyrido[3,2-e]pyrrolo[1,2-a][1,4]diazepin-8-yl)benzonitrile